NC1=NC=NN2C1=CC=C2C#N 4-aminopyrrolo[2,1-f][1,2,4]triazine-7-carbonitrile